Cl.C(C1=CC=CC=C1)N1CC(C(CC1)=C=O)C(=O)OCC ethyl 1-benzyl-4-carbonylpiperidine-3-carboxylate hydrochloride